N-(2-Methoxyethyl)methyl-amine COCCNC